ClC=1C=C(C=C(C1OC1=NC=C(C(=C1)S(=O)(=O)C)OC)Cl)N1N=C(C(NC1=O)=O)C(F)F 2-[3,5-dichloro-4-[(5-methoxy-4-methylsulfonyl-2-pyridinyl)oxy]phenyl]-6-(difluoromethyl)-1,2,4-triazine-3,5-dione